2-Chlorophenyl trifluoromethanesulfonate FC(S(=O)(=O)OC1=C(C=CC=C1)Cl)(F)F